FC1=CC=C(C=C1)N1N=C(N=C1C1=CC=C(C=C1)C(C)C)CNC1C2CC3CC(CC1C3)C2 N-((1-(4-fluorophenyl)-5-(4-isopropylphenyl)-1H-1,2,4-triazol-3-yl)methyl)adamantan-2-amine